3-(isoquinolin-4-yl)-1-(2-methylpyridin-4-yl)-2-oxoimidazoline-4-carbonitrile C1=NC=C(C2=CC=CC=C12)N1C(N(CC1C#N)C1=CC(=NC=C1)C)=O